ethyl 4-(((tert-butyldimethylsilyl)oxy)methyl)-2-chlorothiazole-5-carboxylate [Si](C)(C)(C(C)(C)C)OCC=1N=C(SC1C(=O)OCC)Cl